COC(=O)C1=CC2=C(N(C=N2)CC2=C(C=C(C=C2)B(O)O)C)C=C1 4-((5-(methoxycarbonyl)-1,3-benzodiazol-1-yl)methyl)-3-methyl-phenylboronic acid